2-Chloro-5-({[(1-hydroxycyclopropyl)carbonyl]amino}methyl)-N-[1-(2-methylpyridin-4-yl)-1H-indazol-4-yl]benzamide ClC1=C(C(=O)NC2=C3C=NN(C3=CC=C2)C2=CC(=NC=C2)C)C=C(C=C1)CNC(=O)C1(CC1)O